N-(4-fluoro-3-(1H-imidazo[4,5-b]pyridin-7-yl)-5-(1,3,5-trimethyl-1H-pyrazol-4-yl)phenyl)methanesulfonamide FC1=C(C=C(C=C1C=1C(=NN(C1C)C)C)NS(=O)(=O)C)C1=C2C(=NC=C1)N=CN2